1-(8-amino-6-chloro-2,7-naphthyridin-3-yl)-3-methylurea NC=1N=C(C=C2C=C(N=CC12)NC(=O)NC)Cl